N[C@H](C(=O)N1[C@@H](C[C@H](C1)O)C(=O)N[C@@H](C)C1=NC=C(C=C1)C1=C(N=CS1)C)C(C)(C)C (2S,4R)-1-((S)-2-amino-3,3-dimethylbutanoyl)-4-hydroxy-N-((S)-1-(5-(4-methylthiazol-5-yl)pyridin-2-yl)ethyl)pyrrolidine-2-carboxamide